24-[hydroxyl-(2-methoxyphenyl)methyl]cholane-6(5)-en OC(CCC[C@@H](C)[C@H]1CC[C@H]2[C@@H]3CC=C4CCCC[C@]4(C)[C@H]3CC[C@]12C)C1=C(C=CC=C1)OC